CC1=C2C(=CC=3C=4C=C(C=CC4N(C13)C)OCC[C@H](C)N)C=NC=C2 (S)-4-((5,6-dimethyl-6H-pyrido[4,3-b]carbazol-9-yl)oxy)butan-2-amine